C(#N)[C@H](C[C@H]1C(NCC1)=O)NC(=O)[C@@H]1N(C[C@@H]2[C@H]1CCC2(F)F)C(=O)C2(C1=CC=CC=C1C=1C=CC=CC21)O (1R,3aS,6aR)-N-((S)-1-cyano-2-((S)-2-oxopyrrolidin-3-yl)ethyl)-4,4-difluoro-2-(9-hydroxy-9H-fluorene-9-carbonyl)octahydrocyclopenta[c]pyrrole-1-carboxamide